IC1=C2C(=CN=C1)SC(=C2)C(=O)OC methyl 4-iodothieno[2,3-c]pyridine-2-carboxylate